spiro[isoindoline-1,3'-pyrrolidine] N1CC2(CC1)NCC1=CC=CC=C12